CC1=C(C=C(C(=O)NC2=CC(=CC(=C2)C(F)(F)F)N2C=NC(=C2)C)C=C1)C#CC=1C=NC(=NC1)NC1=CC=CC=C1 4-methyl-N-(3-(4-methyl-1H-imidazol-1-yl)-5-(trifluoromethyl)phenyl)-3-(2-(2-(phenylamino)pyrimidin-5-yl)ethynyl)benzamide